S1C(=CC=C1C=1OC2=C(N1)C=C(C=C2)C(C)(C)C)C=2OC1=C(N2)C=C(C=C1)C(C)(C)C 2,2'-(2,5-thiophenediyl)-bis(5-t-butylbenzoxazole)